Cl.C(C1=CC=CC=C1)OC[C@H](N)C(=O)OCC1=CC(=NC(=C1)Cl)Cl (2,6-Dichloropyridin-4-yl)methyl O-benzyl-L-serinate hydrochloride